4-bromo-5-(2-morpholinoethoxy)benzene-1,2-diamine BrC=1C=C(C(=CC1OCCN1CCOCC1)N)N